C(C)[S+](CC1=CC=C(C=C1)C=C)CC diethyl-(4-vinylbenzyl)sulfonium